1-[(RS)-2-(4-methoxyphenyl)-4-methyl-3-(pyridin-4-yl)-6,7-dihydropyrazolo[1,5-a]pyrazin-5(4H)-yl]prop-2-en-1-one COC1=CC=C(C=C1)C1=NN2C([C@H](N(CC2)C(C=C)=O)C)=C1C1=CC=NC=C1 |r|